C(C1=CC=CC=C1)C=1NC(=NN1)C(=O)N[C@H]1C(N(C=2N(CC1)N=CC2)C)=O (R)-5-Benzyl-N-(4-methyl-5-oxo-5,6,7,8-tetrahydro-4H-pyrazolo[1,5-a][1,3]diazepin-6-yl)-4H-1,2,4-triazol-3-carboxamid